[Xe].NC=1C(=CC(=C(C1)C(C(=O)N)=C)N(C)CCN(C)C)OC (5-amino-2-{[2-(dimethylamino)ethyl](methyl)amino}-4-methoxyphenyl)acrylamide XEnon